ClC1=CC(=NC=N1)N1C[C@H](CC1)NC(C1=CC=C(C=C1)C1=NC=CC2=C1C=CO2)=O (S)-N-[1-(6-chloropyrimidin-4-yl)pyrrolidin-3-yl]-4-(furo[3,2-c]pyridin-4-yl)benzamide